FC=1C(=C(C=2C3=C(C(NC2C1)(C)C)C=NN3C)C)C3=C1C=CN(C1=CC=C3)S(=O)(=O)C 7-Fluoro-1,4,4,9-tetramethyl-8-(1-methylsulfonylindol-4-yl)-5H-pyrazolo[4,3-c]chinolin